O1CC(C1)N(C(C)=O)C1CNCC1 3-(N-(oxetan-3-yl)acetamido)pyrrolidin